C(CCCCCCCCCCCCC)(=O)OCCCCCCCCCCCCCCCCCCCCCC behenyl myristate